(R)-3-mercapto-N-((R)-3-mercapto-1-((2-(methylamino)ethyl)amino)-1-oxopropan-2-yl)-2-((2-(methylamino)ethyl)amino)propan-2-carboxamide SC[C@@](C)(C(=O)N[C@H](C(=O)NCCNC)CS)NCCNC